O1C=NC2=C1C=C(C=C2)CC2N(CCC(C2)C(=O)N)C(=O)C2=NNC(=C2)C2=CC(=NC=C2Cl)OC (benzo[d]oxazol-6-ylmethyl)-1-(5-(5-chloro-2-methoxypyridin-4-yl)-1H-pyrazole-3-carbonyl)piperidine-4-carboxamide